2-(1H-pyrazole-3-yl)phenol N1N=C(C=C1)C1=C(C=CC=C1)O